8-((tert-butyldiphenylsilyl)oxy)-3-methoxy-2,2-dimethyloctanoic acid tert-butyl ester C(C)(C)(C)OC(C(C(CCCCCO[Si](C1=CC=CC=C1)(C1=CC=CC=C1)C(C)(C)C)OC)(C)C)=O